C1C2[C@H]([C@H](C([C@H](O1)O2)O)O)O 1,6-anhydromannose